FC=1C=CC2=C(CN(S2)C)C1C#N 5-fluoro-2-methyl-4-cyanobenzo[d]isothiazole